tricarboxypyridyl-s-triazine C(=O)(O)C=1C(=C(C(=NC1)C1=NC=NC=N1)C(=O)O)C(=O)O